6-amino-3-(3-(cyanomethylene)-1',2'-dihydrospiro[cyclobutane-1,3'-pyrrolo[2,3-b]pyridin]-5'-yl)-2-fluoro-N,N-dimethylbenzamide NC1=CC=C(C(=C1C(=O)N(C)C)F)C=1C=C2C(=NC1)NCC21CC(C1)=CC#N